NC(CNC(=O)C1=NC(=CN=C1)C=1NC2=CC(=C(C=C2C1)F)O)(C)C N-(2-amino-2-methylpropyl)-6-(5-fluoro-6-hydroxy-1H-indol-2-yl)pyrazine-2-carboxamide